C12=CC=CC=C2C(C1)NC(=O)C=1C=2N(N=CC1)C(=C(N2)COC)C(=O)N N8-(7-bicyclo[4.2.0]octa-1,3,5-trienyl)-2-(methoxymethyl)imidazo[1,2-b]pyridazine-3,8-dicarboxamide